(7-bromo-4-((tetrahydrofuran-2-yl)methoxy)benzofuran-5-yl)methanol tert-Butyl-4-chloro-3-formyl-1H-indole-1-carboxylate C(C)(C)(C)C=1N(C2=CC=CC(=C2C1C=O)Cl)C(=O)OCC=1C=C(C2=C(C=CO2)C1OCC1OCCC1)Br